COC(=O)C=1C=2C(CC(N(C2C=C(C1)F)C(=O)OC(C)(C)C)C1=C(C=C(C=C1)F)F)=O N-tert-Butoxycarbonyl-7-fluoro-2-(2,4-difluorophenyl)-2,3-dihydroquinolin-4-one-5-carboxylic acid methyl ester